tert-butyl (2S,5R)-5-(4-(3-((1-benzoyl-4-hydroxypiperidin-4-yl)methyl)-6-chloro-4-oxo-3,4-dihydro-7H-pyrrolo[2,3-d]pyrimidin-7-yl)phenyl)-2-methylmorpholine-4-carboxylate C(C1=CC=CC=C1)(=O)N1CCC(CC1)(O)CN1C=NC2=C(C1=O)C=C(N2C2=CC=C(C=C2)[C@@H]2CO[C@H](CN2C(=O)OC(C)(C)C)C)Cl